C(C)N(C1=NC=NC(=C1F)F)CC1CCC(CC1)C(F)(F)F N-Ethyl-5,6-difluoro-N-(((1r,4r)-4-(trifluoromethyl)cyclohexyl)methyl)-pyrimidin-4-amine